ClC=1C=C(C=C(C1)C)C1C2CCC(C1)C2 2-(3-chloro-5-methylphenyl)bicyclo[2.2.1]heptane